N-(3-(3-(6-Chloro-7-(((S)-1-(ethylsulfonyl)pyrrolidin-3-yl)amino)-3H-imidazo[4,5-b]pyridin-2-yl)-2,5-dimethyl-1H-pyrrol-1-yl)-4-methylphenyl)methansulfonamid ClC=1C(=C2C(=NC1)NC(=N2)C2=C(N(C(=C2)C)C=2C=C(C=CC2C)NS(=O)(=O)C)C)N[C@@H]2CN(CC2)S(=O)(=O)CC